C[C@H](CCCCC=C)O (R)-oct-7-en-2-ol